C[C@@H]1O[C@@H](CN([C@@H]1CNC1=NC=C(N=C1)C(F)(F)F)C(=O)C1=C(C=CC(=C1)F)N1N=CC=N1)C ((2S,3R,6R)-2,6-dimethyl-3-(((5-(trifluoromethyl)pyrazin-2-yl)amino)methyl)morpholino)(5-fluoro-2-(2H-1,2,3-triazol-2-yl)phenyl)methanone